o-phenylenediamine, dihydrochloride Cl.Cl.C1(=C(C=CC=C1)N)N